3-hydroxy-4,4-dimethyl-1-(piperidin-4-yl)pyrrolidin-2-one hydrochloride Cl.OC1C(N(CC1(C)C)C1CCNCC1)=O